3β-(Imidazol-1-ylmethoxy)-17-(1H-benzimidazol-1-yl)androsta-5,16-diene N1(C=NC=C1)CO[C@@H]1CC2=CC[C@H]3[C@@H]4CC=C([C@@]4(C)CC[C@@H]3[C@]2(CC1)C)N1C=NC2=C1C=CC=C2